BrC=1C=C2C(=NC1C)N=NN2 6-bromo-5-methyl-1H-[1,2,3]triazolo[4,5-b]pyridine